(R)-2-(6-(5-chloro-2-((tetrahydro-2H-pyran-4-yl)amino)pyrimidin-4-yl)-3-oxo-1H-pyrrolo[1,2-c]imidazol-2(3H)-yl)propionic acid tert-butyl ester C(C)(C)(C)OC([C@@H](C)N1C(N2C(C1)=CC(=C2)C2=NC(=NC=C2Cl)NC2CCOCC2)=O)=O